C(C)OC(C(C(=O)OCC)C1=C(C=C(C=C1)OCC1=CC=CC=C1)[N+](=O)[O-])=O.C(C)(=O)C=1C(=CC(=C(C1)NC(C)=O)OC)O N-(5-acetyl-4-hydroxy-2-methoxyphenyl)acetamide diethyl-2-[4-(benzyloxy)-2-nitrophenyl]malonate